(R)-N-(2-chloro-3'-(5-((3-fluoropyrrolidin-1-yl)methyl)picolinamido)-2'-methyl-[1,1'-biphenyl]-3-yl)-1,5-dimethyl-4,5,6,7-tetrahydro-1H-imidazo[4,5-c]pyridine-2-carboxamide ClC1=C(C=CC=C1NC(=O)C=1N(C2=C(CN(CC2)C)N1)C)C1=C(C(=CC=C1)NC(C1=NC=C(C=C1)CN1C[C@@H](CC1)F)=O)C